6-(2,3-Dihydro-1,4-Benzodioxin-6-Yl)-3-[(4-Methoxyphenoxy)Methyl][1,2,4]Triazolo[3,4-B][1,3,4]Thiadiazole O1CCOC2=C1C=CC(=C2)C2=NN1C(S2)=NN=C1COC1=CC=C(C=C1)OC